C(C)(C)(C)C1=C(C=C(C(=C1)C(C)(C)C)C)OP(OC1=C(C=C(C(=C1)C)C(C)(C)C)C(C)(C)C)OC1=C(C=C(C(=C1)C)C(C)(C)C)C(C)(C)C tris(2,4-Di-tert-butyl-5-methylphenyl)phosphite